COC=1C=C(C=CC1OC)C(O)([2H])[2H] (3,4-dimethoxyphenyl)methan-d2-ol